(S)-2-phenylpropionic acid C1(=CC=CC=C1)[C@@H](C(=O)O)C